ClC1=NC(=C(C(=N1)N1C[C@@H](N(CC1)C(=O)[O-])CC#N)[N+](=O)[O-])CC1(CCC2=C(C=C(C=C12)F)Cl)C(=O)OC (2S)-4-(2-Chloro-6-((4-Chloro-6-fluoro-1-(methoxycarbonyl)-2,3-dihydro-1H-inden-1-yl)methyl)-5-Nitropyrimidin-4-yl)-2-(cyanomethyl)piperazine-1-carboxylate